FC(N1N=CC(=C1)C1=C2C(=NC(=C1)C(=O)N)[C@@H]1CC[C@H](C2)O1)F |o1:16,19| (6R,9S)- or (6S,9R)-4-(1-(difluoromethyl)-1H-pyrazol-4-yl)-6,7,8,9-tetrahydro-5H-6,9-epoxycyclohepta[b]pyridine-2-carboxamide